FC1=C(C=C(C(=O)N(C=2C=C(C=3N(C2)C(=CN3)C3=CC=C(C=C3)NC(OC)=O)C)C)C=C1)OC methyl N-[4-[6-[(4-fluoro-3-methoxy-benzoyl)-methyl-amino]-8-methyl-imidazo[1,2-a]pyridin-3-yl]phenyl]carbamate